2-(2-(ethylsulfonyl)-5-(4-fluorophenyl)pyrazolo[1,5-a]pyrimidin-3-yl)-3-methyl-6-(trifluoromethyl)-3H-imidazo[4,5-b]pyridine C(C)S(=O)(=O)C1=NN2C(N=C(C=C2)C2=CC=C(C=C2)F)=C1C1=NC=2C(=NC=C(C2)C(F)(F)F)N1C